The molecule is an O-acylcarnitine having pimeloyl as the acyl substituent. It has a role as a metabolite. It is an O-acylcarnitine, an ammonium betaine and a carboxylic ester. It derives from a carnitine. C[N+](C)(C)C(CCC(=O)[O-])OC(=O)CCCCCC(=O)O